(E)-N-(5-(2-(4,4-difluorocyclohexyl)vinyl)-2-methoxyphenyl)-1-methyl-5-oxopyrrolidine-2-carboxamide FC1(CCC(CC1)/C=C/C=1C=CC(=C(C1)NC(=O)C1N(C(CC1)=O)C)OC)F